C(C1=CC(=C(C(=C1)CC)N=C=O)CC)C1=CC(=C(C(=C1)CC)N=C=O)CC 4,4'-methylenebis(2,6-diethylphenyl) isocyanate